(R)-8-(8-((6-amino-2,3-dichloropyridin-4-yl)thio)imidazo[1,2-c]pyrimidin-5-yl)-3,3-dimethyl-1-oxa-8-azaspiro[4.5]decan-4-amine NC1=CC(=C(C(=N1)Cl)Cl)SC=1C=2N(C(=NC1)N1CCC3([C@@H](C(CO3)(C)C)N)CC1)C=CN2